OC1=C(C=C(C=C1)OC(C(=C)C)=O)N1N=C2C(=N1)C=CC(=C2)OC 2-(2'-hydroxy-5-methacryloyloxyphenyl)-5-methoxybenzotriazole